NC=1C=2N(C=CN1)C(=NC2C2=C(C=C(C(=O)NC1=NC=CC(=C1)C(F)(F)F)C=C2)OCC)[C@@H]2CC[C@@H]1N(C([C@@H]3N(C1)CCC3)=O)C2 4-{8-Amino-3-[(5aS,8R,11aR)-11-oxodecahydro-1H-pyrido[1,2-a]pyrrolo[1,2-d]pyrazin-8-yl]imidazo[1,5-a]pyrazin-1-yl}-3-ethoxy-N-[4-(trifluoromethyl)pyridin-2-yl]benzamid